ClC=1C=C(C=CC1)C=1N=C(SC1)NCC 4-(3-chlorophenyl)-N-ethylthiazol-2-amine